N-(3-(1,1-difluoroethyl)phenyl)-1-(4-(difluoromethoxy)phenyl)-3-methyl-5-(trifluoromethyl)-1H-pyrazole-4-carboxamide FC(C)(F)C=1C=C(C=CC1)NC(=O)C=1C(=NN(C1C(F)(F)F)C1=CC=C(C=C1)OC(F)F)C